ClC1=CC=C(C=C1)/C=C/C(=O)C1=C(C=C(C=C1)OC)OC (E)-3-(4-chlorophenyl)-1-(2,4-dimethoxyphenyl)prop-2-en-1-one